CS(=O)(=O)C=1N=CC2=C(N1)N(C(C(=C2C#C[Si](C(C)C)(C(C)C)C(C)C)C2=C(C=CC=C2)OC)=O)C 2-methanesulfonyl-6-(2-methoxyphenyl)-8-methyl-5-[2-(triisopropylsilyl)ethynyl]pyrido[2,3-d]pyrimidin-7-one